ClC1=CC=C(C=C1)C1=CC(C(=C(O1)C1SCCCS1)C1=CC=CC=C1)C1=CC=C(C=C1)OC 6-(4-chlorophenyl)-2-(1,3-dithian-2-yl)-4-(4-methoxyphenyl)-3-phenyl-4H-pyran